(((1s,3s)-3-aminocyclopentyl)amino)pyrazin-2(1H)-one N[C@@H]1C[C@H](CC1)NN1C(C=NC=C1)=O